C(C)(C)(C)OC(=O)N1C[C@@H](CCC1)NC1CCC1 (R)-3-(Cyclobutylamino)piperidine-1-carboxylic acid tert-butyl ester